ethyl 2-(2-((5-bromo-1-isopropyl-1H-indazol-3-yl)methoxy)-4-methoxyphenyl)acetate BrC=1C=C2C(=NN(C2=CC1)C(C)C)COC1=C(C=CC(=C1)OC)CC(=O)OCC